[2H]C([2H])([2H])NC([2H])([2H])[2H] dimethyl-d6-amine